(E)-4-(dimethylamino)-N-(2-((2-((1-methyl-1H-pyrazol-4-yl)amino)pyrimidin-4-yl)amino)-[1,1'-biphenyl]-4-yl)but-2-enamide CN(C/C=C/C(=O)NC1=CC(=C(C=C1)C1=CC=CC=C1)NC1=NC(=NC=C1)NC=1C=NN(C1)C)C